OC12C#CC=CC#CC(C(=CCC1)C2=O)O 1,8-dihydroxy-bicyclo[7.3.1]tridec-4,9-diene-2,6-diyne-13-one